4-methylundecane CC(CCC)CCCCCCC